COC=1C=CC=2C3=C(C=NC2N1)N=CN=C3N3CCNCCC3 4-(8-Methoxypyrimido[4,5-c][1,8]naphthyridine-1-yl)-1,4-diazepane